C(C(C)(C)C)(=O)OC[C@H]1O[C@@]([C@@H]([C@@H]1O)O)(C#N)C1=CC=C2C(=NC=NN21)N ((2R,3S,4R,5R)-5-(4-aminopyrrolo[2,1-f][1,2,4]triazin-7-yl)-5-cyano-3,4-dihydroxytetrahydrofuran-2-yl)methyl Pivalate